ClCC1=C(C=C(C=O)C=C1)OC 4-(chloromethyl)-3-methoxybenzaldehyde